(S)-15-(chloromethyl)-8-ethyl-16-fluoro-8-hydroxy-2,3,11,14-tetrahydro-12H-[1,4]dioxino[2,3-g]pyrano[3',4':6,7]indolizino[1,2-b]quinoline-9,12(8H)-dione ClCC1=C2C(=NC=3C=C4C(=C(C13)F)OCCO4)C4=CC1=C(C(N4C2)=O)COC([C@]1(O)CC)=O